1-(4-(tert-butyl)phenyl)-5-hydroxy-2-methyl-4-(piperidin-1-ylmethyl)-1H-indole-3-carboxylic acid ethyl ester C(C)OC(=O)C1=C(N(C2=CC=C(C(=C12)CN1CCCCC1)O)C1=CC=C(C=C1)C(C)(C)C)C